1-(5-(6-chloro-7-fluoro-3-(1H-imidazol-1-yl)-5-methoxy-1-methyl-1H-indol-2-yl)-4H-1,2,4-triazol-3-yl)-2-methoxy-N,N-dimethyl-ethan-1-amine ClC1=C(C=C2C(=C(N(C2=C1F)C)C=1NC(=NN1)C(COC)N(C)C)N1C=NC=C1)OC